C(C)(=O)C1=NN(C2=CC=C(C=C12)C=1C=NC(=NC1)C)CC(=O)N1[C@@H](C[C@H](C1)F)C1=NN=C(N1)CCCC(F)(F)F 2-(3-acetyl-5-(2-methylpyrimidin-5-yl)-1H-indazol-1-yl)-1-((2S,4R)-4-fluoro-2-(5-(4,4,4-trifluorobutyl)-4H-1,2,4-triazol-3-yl)pyrrolidin-1-yl)ethan-1-one